7-[6-(1-piperazinyl)hexyloxy]-3-acetylcoumarin oxime N1(CCNCC1)CCCCCCOC1=CC=C2C=C(C(OC2=C1)=NO)C(C)=O